N-phenyl-carbamic acid (hexylphenyl) ester C(CCCCC)C1=C(C=CC=C1)OC(NC1=CC=CC=C1)=O